CON(C(=O)C1(CC1)C)C N-methoxy-N,1-dimethylcyclopropane-carboxamide